N-(3-(hydroxymethyl)azetidin-3-yl)-2-methyl-5-((2-(trifluoromethyl)pyridin-3-yl)methoxy)-benzofuran-3-carboxamide OCC1(CNC1)NC(=O)C1=C(OC2=C1C=C(C=C2)OCC=2C(=NC=CC2)C(F)(F)F)C